5-((7-cyclobutoxy-4-oxo-3,4-dihydrophthalazin-1-yl)methyl)-2-fluorobenzoic acid C1(CCC1)OC1=CC=C2C(NN=C(C2=C1)CC=1C=CC(=C(C(=O)O)C1)F)=O